COC(=O)C=1C(=NC=2C=C(C(NC2C1)=O)C)Cl methyl-2-chloro-7-methyl-6-oxo-5,6-dihydro-1,5-naphthyridine-3-carboxylate